5-Cyano-N-(3-(2-((2S,6R)-2,6-dimethylmorpholino)pyridin-4-yl)-1H-indazol-5-yl)-3-methylpicolinamide C(#N)C=1C=C(C(=NC1)C(=O)NC=1C=C2C(=NNC2=CC1)C1=CC(=NC=C1)N1C[C@@H](O[C@@H](C1)C)C)C